CC1=C(NC2=CC=C(C=C12)C1CCNCC1)C1=C2C(=NC=C1)NC=C2C2=CC=CC=C2 4-(3-methyl-5-(piperidin-4-yl)-1H-indol-2-yl)-3-phenyl-1H-pyrrolo[2,3-b]pyridine